OC1=C(C(=CC(=C1)CCC)O)C1=C2C(C(NC2=CC=C1)=O)C 4-(2,6-Dihydroxy-4-propylphenyl)-3-methylindolin-2-one